1-octyl-3-butylimidazolium chloride salt [Cl-].C(CCCCCCC)N1C=[N+](C=C1)CCCC